7-(8-chloronaphthalen-1-yl)-8-fluoro-2-(2-(pyridin-3-yl)ethoxy)pyrido[4,3-d]pyrimidine ClC=1C=CC=C2C=CC=C(C12)C1=C(C=2N=C(N=CC2C=N1)OCCC=1C=NC=CC1)F